2-(2-(2,6-dioxopiperidin-3-yl)-4,6-difluoro-1-oxoisoindoline-5-carbonyl)-1,2,3,4-tetrahydroisoquinoline-7-carbonitrile O=C1NC(CCC1N1C(C2=CC(=C(C(=C2C1)F)C(=O)N1CC2=CC(=CC=C2CC1)C#N)F)=O)=O